(+)-1,2-propanediol C[C@@H](CO)O